5-hydroxy-2,2,7-trimethyl-2H-chromen-6-carbaldehyde OC1=C2C=CC(OC2=CC(=C1C=O)C)(C)C